COCC(C)C1=C(C(=O)N)C=CC(N1)=COC1=NN2C(C3=CC=CC=C13)=NN=C2C2=NOC(=C2)COC (1-methoxyprop-2-yl)-6-((3-(5-methoxymethylisoxazol-3-yl)-[1,2,4]triazolo[3,4-a]phthalazin-6-oxy)methylene)nicotinamide